FC1=CC=C(C=C1)CC(=O)NC1=NC=CC(=C1)C1=CC=2N=NC=CC2N1 2-(4-fluorophenyl)-N-[4-(5H-pyrrolo[3,2-c]pyridazin-6-yl)pyridin-2-yl]acetamide